C1=C(C=CC2=CC=C(C=C12)N)N naphthalene-2,7-diamine